B(ONC=O)[O-] formamidyl boronate